N1(CCCCC1)C=1SC(=CN1)C(=O)O 2-(piperidin-1-yl)thiazole-5-carboxylic acid